tert-butyl N-[4-[3-(hydroxymethyl)-4-pyridyl]phenyl]carbamate OCC=1C=NC=CC1C1=CC=C(C=C1)NC(OC(C)(C)C)=O